[P].[P].[P].[P].ClC1=C(C=CC=C1)CC(=O)NC1=CC(=C(C=C1)C1=CN=C(S1)OC)S(N)(=O)=O 2-(2-Chlorophenyl)-N-[4-(2-methoxy-1,3-thiazol-5-yl)-3-sulfamoylphenyl]acetamide tetraphosphorus